ClC=1N=CC2=C(N1)C(=C(N=C2OC[C@H]2NCCC=CC2)Cl)F (S)-2,7-dichloro-8-fluoro-5-((2,3,6,7-tetrahydro-1H-azepin-2-yl)methoxy)pyrido[4,3-d]pyrimidin